NC=1N=CNC(C1NC(C1=CC(=CC=C1)I)=O)=O N-(4-amino-6-oxo-1,6-dihydropyrimidin-5-yl)-3-iodobenzamide